OC[C@H](CC)NC1=C(C=C(C=C1)C1=NNC(OC1)=O)C(F)(F)F 5-[4-{[(2S)-1-hydroxybut-2-yl]amino}-3-(trifluoromethyl)phenyl]-3,6-dihydro-2H-1,3,4-oxadiazin-2-one